NC1=CC=C2C(=N1)NC=C2C=2C=C1CN(C(C1=C(C2)OC(F)F)=O)[C@@H](C)C2CC2 (S)-5-(6-amino-1H-pyrrolo[2,3-b]pyridin-3-yl)-2-(1-cyclopropylethyl)-7-(difluoromethoxy)isoindolin-1-one